C1(CC1)CC=1N(C(=CC1C=1SC(=C(N1)C(=O)O)CC)C1=CC(=CC=C1)C#CC=1SC(=CC1)C)CC1=CC(=C(C=C1)S(N)(=O)=O)F 2-(2-(cyclopropylmethyl)-1-(3-fluoro-4-sulfamoylbenzyl)-5-(3-((5-methylthiophen-2-yl)ethynyl)phenyl)-1H-pyrrol-3-yl)-5-ethylthiazole-4-carboxylic acid